FC1=C(OC(C(=O)OCC)(C)C)C=CC(=C1)CN1CCN(CC1)CC1=CC=C(C=C1)C(F)(F)F Ethyl 2-(2-fluoro-4-((4-(4-(trifluoromethyl)benzyl)piperazin-1-yl)methyl)phenoxy)-2-methylpropanoate